O1C(OCC1)(CC(=O)O)CC(=O)O 1,3-dioxolane-2,2-diacetic acid